N-[(2,4-dimethoxyphenyl)methyl]-2-fluoro-5-hydroxy-N-pyrimidin-4-yl-4-[[(1S,2S,4S)-2-pyrrolidin-1-yl-4-[3-(trifluoromethyl)phenyl]cyclohexyl]-amino]benzenesulfonamide COC1=C(C=CC(=C1)OC)CN(S(=O)(=O)C1=C(C=C(C(=C1)O)N[C@@H]1[C@H](C[C@H](CC1)C1=CC(=CC=C1)C(F)(F)F)N1CCCC1)F)C1=NC=NC=C1